tert-butyl 2-chloro-4-{[2-(6-methoxy-1H-indol-3-yl) ethyl] amino}-5H,6H,7H-pyrrolo[3,4-d]pyrimidine-6-carboxylate ClC=1N=C(C2=C(N1)CN(C2)C(=O)OC(C)(C)C)NCCC2=CNC1=CC(=CC=C21)OC